6-chloro-1H-benzo[d][1,2,3]triazol-1-yl (2-(pyridine-2-yldisulfaneyl)ethyl) carbonate C(ON1N=NC2=C1C=C(C=C2)Cl)(OCCSSC2=NC=CC=C2)=O